5-methoxypyrazin-2-ylboronic acid COC=1N=CC(=NC1)B(O)O